1-monofluoroethylene chloride FC(CCl)Cl